octahydro-1H-cyclopenta[c]pyridin-1-one C1(NCCC2C1CCC2)=O